CC(C)C(C(=O)O)N The molecule is a branched-chain amino acid that consists of glycine in which one of the hydrogens attached to the alpha-carbon is substituted by an isopropyl group. It has a role as a plant metabolite and a Daphnia magna metabolite. It is a branched-chain amino acid and an alpha-amino acid. It contains an isopropyl group. It is a conjugate base of a valinium. It is a conjugate acid of a valinate.